tert-butyl N-[2-[2-[[[(1R)-2-[(4aR,8aS)-3,4,4a,5,6,7,8,8a-octahydro-2H-quinolin-1-yl]-1-(hydroxymethyl)-2-oxo-ethyl]amino]methyl]-5-methoxy-phenoxy]ethyl]carbamate N1(CCC[C@H]2CCCC[C@H]12)C([C@@H](CO)NCC1=C(OCCNC(OC(C)(C)C)=O)C=C(C=C1)OC)=O